FC(C=1C=CC(=NC1)C(=O)Cl)(F)F 5-(trifluoromethyl)pyridinecarbonyl chloride